tert-butyl (S)-2-(6-(3-methyl-1H-pyrrolo[2,3-b]pyridin-5-yl)-2-((R)-3,3,3-trifluoro-2-methoxy-2-methylpropanoyl)-1,2,3,4-tetrahydroisoquinolin-8-yl)pyrrolidine-1-carboxylate CC1=CNC2=NC=C(C=C21)C=2C=C1CCN(CC1=C(C2)[C@H]2N(CCC2)C(=O)OC(C)(C)C)C([C@@](C(F)(F)F)(C)OC)=O